COC(=O)N1CCN(CC1)C(C)(C=C(C(=O)N1C[C@@H](CCC1)N1N=C(C=2C1=NC=NC2N)C2=C(C=C(C=C2)OC2=CC=CC=C2)F)C#N)C (R)-methyl-4-(5-(3-(4-amino-3-(2-fluoro-4-phenoxyphenyl)-1H-pyrazolo[3,4-d]pyrimidin-1-yl)piperidin-1-yl)-4-cyano-2-methyl-5-oxopent-3-en-2-yl)piperazine-1-carboxylate